Cl.FC1(C(CNCC1)COC1=NC(=CC=C1)C(F)(F)F)F 2-[(4,4-difluoropiperidin-3-yl)methoxy]-6-(trifluoromethyl)pyridine hydrochloride